((2R,4S,5R)-4-amino-5-propoxytetrahydro-2H-pyran-2-yl)((S)-1-(4-fluorophenyl)-3,4-dihydroisoquinolin-2(1H)-yl)methanone N[C@H]1C[C@@H](OC[C@@H]1OCCC)C(=O)N1[C@H](C2=CC=CC=C2CC1)C1=CC=C(C=C1)F